NC1=CC=C(C=C1)C(C(=O)NC)N1CCN(CC1)C (4-aminophenyl)-N-methyl-2-(4-methylpiperazin-1-yl)acetamide